C(C1=CC=CC=C1)(=O)C1=CC2=C(NC(=N2)NC(OC)=O)C=C1 methyl (5-benzoyl-1H-benzo[d]imidazol-2-yl)carbamate